C1CN(CCC12CCNCC2)C(N)=N 3,9-diazaspiro[5.5]undecane-3-carboximidamide